CSCOC=1C=C(/C=C/N2C(=CC(C=C2C)=O)C)C=CC1OC(F)F (E)-1-(3-methylthiomethoxy-4-difluoromethoxy-styryl)-2,6-dimethylpyridin-4(1H)-one